C(C)(C)(C)OC(NC1C(CN(CC1)C1CNC(CC1)[N+](=O)[O-])(F)F)=O (3,3-difluoro-1-(6-nitropiperidin-3-yl)piperidin-4-yl)carbamic acid tert-butyl ester